(dimethyl (aminoethoxy)ethyl) ether CC(COCC(C)(C)OCCN)(OCCN)C